{3-[(3S)-3-amino-1,3-dihydrospiro[indene-2,4'-piperidin]-1'-yl]pyrazin-2-yl}methanol N[C@@H]1C2=CC=CC=C2CC12CCN(CC2)C=2C(=NC=CN2)CO